BrC1=CC2=C(N=C(N=C2N[C@H](C)C2=C(C(=CC=C2)C(CO)(F)F)F)C)NC1=O (R)-6-bromo-4-((1-(3-(1,1-difluoro-2-hydroxyethyl)-2-fluorophenyl)ethyl)amino)-2-methylpyrido[2,3-d]pyrimidin-7(8H)-one